N-Methyl-N-((trans)-3-((6-(1-methyl-1H-pyrazol-4-yl)pyrazolo[1,5-a]pyrazin-4-yl)oxy)cyclobutyl)acrylamide CN(C(C=C)=O)[C@@H]1C[C@H](C1)OC=1C=2N(C=C(N1)C=1C=NN(C1)C)N=CC2